bismaleimide acrylate C(C=C)(=O)O.C1(C=CC(N1)=O)=O.C1(C=CC(N1)=O)=O